(S)-methyl 2-((S)-2-(7-chloro-1H-indole-2-carboxamido)-4,4-dimethylpentanamido)-3-((S)-2-oxopiperidin-3-yl)propanoate ClC=1C=CC=C2C=C(NC12)C(=O)N[C@H](C(=O)N[C@H](C(=O)OC)C[C@H]1C(NCCC1)=O)CC(C)(C)C